1-(1H-imidazol-2-yl)-N-methyl-methylamine N1C(=NC=C1)CNC